CN1C(=NC2=C1C=C1C=CC=CC1=C2)C(F)(F)F 1-methyl-2-(trifluoromethyl)-1H-naphtho[2,3-d]imidazole